2-(6'-bromo-1'-oxo-1'H-spiro[cyclopropane-1,4'-isoquinolin]-2'(3'H)-yl)-N-(5-fluoropyrimidin-2-yl)acetamide BrC=1C=C2C3(CN(C(C2=CC1)=O)CC(=O)NC1=NC=C(C=N1)F)CC3